CC1=NC(=NC(=C1C(=O)OCC)SC)C1=CC=CC=C1 ethyl 4-methyl-6-(methylthio)-2-phenylpyrimidine-5-carboxylate